CN(C1=NC=C(C=N1)C(=O)OCC)CC1=CC=2N=C(N=C(C2S1)N1CCOCC1)C1=CC=C(C=C1)C(F)(F)F Ethyl 2-(methyl((4-morpholino-2-(4-(trifluoromethyl)phenyl)thieno[3,2-d]pyrimidin-6-yl)methyl)amino)pyrimidine-5-carboxylate